CN1CC=2N([C@@H]3[C@@H](C1=O)CCC3)C(C3=C(N2)SC2=C3CCN(C2)C)=O (3aS,14aS)-5,10-dimethyl-3,3a,5,6,9,10,11,12-octahydro-1H-cyclopenta[f]pyrido[4'',3'':4',5']thieno[2',3':4,5]pyrimido[1,2-a][1,4]diazepin-4,13(2H,14aH)-dione